The molecule is an amino sugar that is alpha-D-glucose in which the 2 and 6-hydroxy groups are replaced by amino groups. It is an amino sugar and a dideoxyhexose derivative. It derives from an alpha-D-glucose. C([C@@H]1[C@H]([C@@H]([C@H]([C@H](O1)O)N)O)O)N